(1R,3R)-5-(2-((1R,3aS,7aR,E)-1-((R)-5-(3-(difluoromethoxy)azetidin-1-yl)pentan-2-yl)-7a-methyl-octahydro-4H-inden-4-ylidene)ethylidene)cyclohexane-1,3-diol FC(OC1CN(C1)CCC[C@@H](C)[C@H]1CC[C@H]2\C(\CCC[C@]12C)=C\C=C1C[C@H](C[C@@H](C1)O)O)F